7-morpholino-3-phenyl-3,4-dihydro-2h-benzo[e][1,2,4]thiadiazine-1,1-dioxide O1CCN(CC1)C1=CC2=C(NC(NS2(=O)=O)C2=CC=CC=C2)C=C1